FC1=C(C=CC=C1)C1=CC=2N(C3=CC=CC=C3C2C=C1)C1=CC=CC=C1 2-(2-fluorophenyl)-9-phenyl-9H-carbazole